C[C@@H]1N(C[C@H](NC1)C)C=1C2=C(N=CN1)N(C=C2C2=C(C=CC=C2)F)C2=NC=CC(=C2)C(F)(F)F 4-((2S,5R)-2,5-Dimethylpiperazin-1-yl)-5-(2-fluorophenyl)-7-(4-(trifluoromethyl)pyridin-2-yl)-7H-pyrrolo[2,3-d]pyrimidine